C1(CCCCC1)C=1N=C2C(=NC1)NC=C2C2CCN(CC2)C(=O)C2=CC=C(C=C2)OC(F)(F)F [4-(2-Cyclohexyl-5H-pyrrolo[2,3-b]pyrazin-7-yl)-1-piperidyl]-[4-(trifluoromethoxy)phenyl]methanone